BrC1=CC(=C(CN2C(C3=CC=CC(=C3C2([2H])[2H])F)=O)C(=C1)F)F 2-(4-bromo-2,6-difluorobenzyl)-4-fluoroisoindolin-1-one-3,3-d2